3-(9-((4-(aminomethyl)-2,6-dimethylphenyl)carbamoyl)-4,5-dihydrobenzo[b]thieno[2,3-d]oxepin-8-yl)-6-(cyclopentylcarbamoyl)picolinic acid NCC1=CC(=C(C(=C1)C)NC(=O)C1=CC2=C(OCCC3=C2SC=C3)C=C1C=1C(=NC(=CC1)C(NC1CCCC1)=O)C(=O)O)C